CN(CCOCC1=CC=C(C=N1)C1=CC=2C3=C(N=NC2C=C1F)N(C(N3C3CCOCC3)=O)C)C 8-(6-((2-(dimethylamino)ethoxy)methyl)pyridin-3-yl)-7-fluoro-3-methyl-1-(tetrahydro-2H-pyran-4-yl)-1,3-dihydro-2H-imidazo[4,5-c]cinnolin-2-one